perfluoro-4,4'-diphenoxybiphenyl FC1=C(C(=C(C(=C1F)OC1=C(C(=C(C(=C1F)F)F)F)F)F)F)C1=C(C(=C(C(=C1F)F)OC1=C(C(=C(C(=C1F)F)F)F)F)F)F